4-Ethyl-6-heptene C(C)C(CCC)CC=C